2-(n-butylamino)ethanol C(CCC)NCCO